1-chloro-5-fluoro-2-methoxy-4-(4-methoxyphenyl)benzene ClC1=C(C=C(C(=C1)F)C1=CC=C(C=C1)OC)OC